tert-Butyl (R)-4-(5-bromo-7-(4-chloropyridin-2-yl)-7H-pyrrolo[2,3-d]pyrimidin-4-yl)-2-methylpiperazine-1-carboxylate BrC1=CN(C=2N=CN=C(C21)N2C[C@H](N(CC2)C(=O)OC(C)(C)C)C)C2=NC=CC(=C2)Cl